4-(2-hydroxyethoxy)-3-methoxybenzyl alcohol OCCOC1=C(C=C(CO)C=C1)OC